CC(C(=O)OCCCC)(CC)C butyl 2,2-dimethylbutyrate